BrC=1C=C2C(=C(N3CCCC(C1)=C32)C=3C(=NC=C(C3)N3CCOCC3)[C@H](C)OC)CC(C(=O)OC)(C)C methyl 3-[6-bromo-2-[2-[(1S)-1-methoxyethyl]-5-morpholino-3-pyridyl]-1-azatricyclo[6.3.1.04,12]dodeca-2,4,6,8(12)-tetraen-3-yl]-2,2-dimethyl-propanoate